N1=CC=CC2=CC(=CC=C12)CC(=O)N1CCC(CC1)N1C(NC2=C1C=CC=C2)=O 1-(1-(2-(quinolin-6-yl)acetyl)piperidin-4-yl)-1,3-dihydro-2H-benzo[d]imidazol-2-one